(E)-4-methylpent-2-enoic acid CC(/C=C/C(=O)O)C